ClN1C=CC=2C1=NC=C(C2)C#CC=2C=C(C=CC2)C chloro-5-(m-tolylethynyl)-1H-pyrrolo[2,3-b]Pyridine